2-[(3-chloro-4-fluorophenyl)-[(4-propan-2-ylphenyl)methoxy]methyl]-4-methyl-5-methylsulfonyl-1H-imidazole ClC=1C=C(C=CC1F)C(C=1NC(=C(N1)C)S(=O)(=O)C)OCC1=CC=C(C=C1)C(C)C